4-[5-(1,3-dioxolan-2-yl)pyridin-2-yl]phenol O1C(OCC1)C=1C=CC(=NC1)C1=CC=C(C=C1)O